1-(2-hydroxy-4-(trifluoromethyl)benzyl)-1,8-diazaspiro[4.5]decane-8-carboxylic acid tert-butyl ester C(C)(C)(C)OC(=O)N1CCC2(CCCN2CC2=C(C=C(C=C2)C(F)(F)F)O)CC1